1-((5-(5-(difluoromethyl)-1,3,4-oxadiazole-2-yl)pyridine-2-yl)methyl)-3-(1-methylpiperidine-4-yl)-3,4-dihydroquinazoline-2(1H)-one FC(C1=NN=C(O1)C=1C=CC(=NC1)CN1C(N(CC2=CC=CC=C12)C1CCN(CC1)C)=O)F